2-(3'-(adamantan-1-yl)-2'-(methoxymethoxy)-5'-octyl-[1,1'-biphenyl]-2-yl)-4,4,5,5-tetramethyl-1,3,2-dioxaborolane C12(CC3CC(CC(C1)C3)C2)C=2C(=C(C=C(C2)CCCCCCCC)C2=C(C=CC=C2)B2OC(C(O2)(C)C)(C)C)OCOC